O=C1CC(CN1COCC[Si](C)(C)C)C(=O)O 5-Oxo-1-(2-trimethylsilanyl-ethoxymethyl)-pyrrolidine-3-carboxylic Acid